C1(CC1)C=1NC(=NN1)C1CC2(CN(C2)C(=O)N2CC3(C2)CC(C3)CC=3N=NC(=CC3)C(F)(F)F)C1 [6-(5-cyclopropyl-4H-1,2,4-triazol-3-yl)-2-azaspiro[3.3]heptan-2-yl]-[6-[[6-(trifluoromethyl)pyridazin-3-yl]methyl]-2-azaspiro[3.3]heptan-2-yl]methanone